CN1N=CC(=C1)C1=CC=2N(C(=N1)O[C@@H]1CCN(CCC1)S(=O)(=O)C=C)C=CN2 (S)-7-(1-methyl-1H-pyrazol-4-yl)-5-((1-(vinylsulfonyl)azepan-4-yl)oxy)imidazo[1,2-c]pyrimidine